BrCCI 1-bromo-2-iodo-ethane